N-{(2-[{6-(trifluoromethyl)pyridin-3-yl}oxy]quinolin-4-yl)methyl}acrylamide FC(C1=CC=C(C=N1)OC1=NC2=CC=CC=C2C(=C1)CNC(C=C)=O)(F)F